methyl 5-benzyl-3-(((isoquinolin-1-ylmethyl)amino)methyl)-4,5-dihydroisoxazole-5-carboxylate C(C1=CC=CC=C1)C1(CC(=NO1)CNCC1=NC=CC2=CC=CC=C12)C(=O)OC